2-(p-toluenesulfonyloxy)propionic acid ethyl ester C(C)OC(C(C)OS(=O)(=O)C1=CC=C(C)C=C1)=O